N-(4-(((2-((4-morpholinophenyl)amino)pyrimidin-4-yl)oxy)methyl)bicyclo[2.2.2]octan-1-yl)acetamide O1CCN(CC1)C1=CC=C(C=C1)NC1=NC=CC(=N1)OCC12CCC(CC1)(CC2)NC(C)=O